ClC1=CNC=2N=C(N=C(C21)O[C@@H]2C[C@@H](N(C2)C(C=C)=O)C)NC2=CC(=NS2)C 1-((2S,4R)-4-((5-chloro-2-((3-methylisothiazol-5-yl)amino)-7H-pyrrolo[2,3-d]pyrimidin-4-yl)oxy)-2-methylpyrrolidin-1-yl)prop-2-en-1-one